BrC=1C2=CC=CC=C2C(=C2C=CC=CC12)C1=CC(=CC=C1)C1=CC=CC2=CC=CC=C12 9-bromo-10-(3-(naphthalen-1-yl)phenyl)anthracene